C(C)OC(CC1CC2(CC1)CCN(CC2)C(=O)OC(C)(C)C)=O tert-butyl 2-(2-ethoxy-2-oxoethyl)-8-azaspiro[4.5]decane-8-carboxylate